[U].P(=O)(=O)[Cu] phosphocopper uranium